5-(1H-imidazol-1-yl)pyridazine-3-carboxylic acid methyl ester COC(=O)C=1N=NC=C(C1)N1C=NC=C1